O1[C@H]2[C@H](N(CC1)C(=O)C1=NOC(=N1)C1=C(C(=C(C(=C1)F)F)O)F)CCC2 ((4aR,7aR)-hexahydrocyclopenta[b][1,4]oxazin-4(4aH)-yl)(5-(2,4,5-trifluoro-3-hydroxyphenyl)-1,2,4-oxadiazol-3-yl)methanone